NC=1C2=C(N=CN1)N(C=C2F)[C@@H]2O[C@@H]([C@H]([C@H]2O)O)[C@@H]2OCCC1=CC(=CC=C21)Cl (2R,3R,4S,5S)-2-(4-amino-5-fluoro-pyrrolo[2,3-d]pyrimidin-7-yl)-5-[(1R)-6-chloroisochroman-1-yl]tetrahydrofuran-3,4-diol